FC=1C=C(C=CC1CNC1=CC(=NC=2N1N=CC2C#N)N[C@@H]2CNCC2)C2=CC=CC=C2 (S)-7-(((3-fluoro-[1,1'-biphenyl]-4-yl)methyl)amino)-5-(pyrrolidin-3-ylamino)pyrazolo[1,5-a]pyrimidine-3-carbonitrile